C(CCCCCCC)(=O)OC1=CC=C(C=C1)C para-toluyl octanoate